N-((1S,3R)-1-(4-bromo-2-methoxyphenyl)-2-(2,2-difluoropropyl)-3,5-dimethyl-1,2,3,4-tetrahydroisoquinolin-6-yl)acetamide BrC1=CC(=C(C=C1)[C@H]1N([C@@H](CC2=C(C(=CC=C12)NC(C)=O)C)C)CC(C)(F)F)OC